1-((6-cyclopropyl-8-(4-methylpiperazin-1-yl)imidazo[1,2-a]Pyridin-2-yl)methyl)-1H-1,2,3-triazole-4-carboxamide C1(CC1)C=1C=C(C=2N(C1)C=C(N2)CN2N=NC(=C2)C(=O)N)N2CCN(CC2)C